(S)-N4-(sec-butyl)-5-chloro-N2-(2-methoxy-4-((4-morpholinopiperidin-1-yl)sulfonyl)phenyl)-7H-pyrrolo[2,3-d]pyrimidine-2,4-diamine [C@H](C)(CC)NC=1C2=C(N=C(N1)NC1=C(C=C(C=C1)S(=O)(=O)N1CCC(CC1)N1CCOCC1)OC)NC=C2Cl